The molecule is an organochlorine compound that is urea in which the two hydrogens on one of the amino groups are replaced by nitroso and 2-chloroethyl groups and one hydrogen from the other amino group is replaced by a 4-amino-2-methylpyrimidin-5-ylmethyl] group. An antineoplastic agent especially effective against malignant brain tumors. It has a role as an alkylating agent and an antineoplastic agent. It is an organochlorine compound, an aminopyrimidine and a member of N-nitrosoureas. It is a conjugate base of a nimustine(1+). CC1=NC=C(C(=N1)N)CNC(=O)N(CCCl)N=O